methyl (2R)-2-[[(2S)-2-[2-[(2S,3R,4R,5S,6R)-3-acetamido-2,5-dihydroxy-6-(hydroxymethyl)oxan-4-yl]oxypropanoylamino]propanoyl]amino]-5-amino-5-oxopentanoate C(C)(=O)N[C@H]1[C@H](O[C@@H]([C@H]([C@@H]1OC(C(=O)N[C@H](C(=O)N[C@@H](C(=O)OC)CCC(=O)N)C)C)O)CO)O